FC(C(=O)O)(F)F.C(C=C)(=O)N1CCNCC1 1-propenoylpiperazine trifluoroacetate salt